6-(tert-butyl) 2-methyl 5-(((tert-butyldiphenylsilyl)oxy)methyl)-5,7-dihydro-6H-pyrrolo[3,4-b]pyridine-2,6-dicarboxylate [Si](C1=CC=CC=C1)(C1=CC=CC=C1)(C(C)(C)C)OCC1N(CC2=NC(=CC=C21)C(=O)OC)C(=O)OC(C)(C)C